FC(F)F.[Ag+] silver (I) trifluoromethane